3,8-dihydroxyflavone OC1=C(OC2=C(C=CC=C2C1=O)O)C1=CC=CC=C1